[Si].[B].[Cr] chromium-boron-silicon